BrCCN1CCC(CC1)(C)C 1-(2-bromoethyl)-4,4-dimethylpiperidine